CN1N=CC(=C1)C=1C=C2C=C(N=CC2=CC1)NC(=O)C1CCNCC1 N-(6-(1-methyl-1H-pyrazol-4-yl)isoquinolin-3-yl)piperidine-4-carboxamide